C(N)(=O)C1=NN(C=C1NC(=O)C=1C=NN2C1N=C(C=C2)N2CCNCC2)C=2C=NC=CC2 N-(3-Carbamoyl-1-pyridin-3-yl-1H-pyrazol-4-yl)-5-piperazin-1-ylpyrazolo[1,5-a]pyrimidin-3-carboxamid